tert-butyl ((1r,3r)-3-(4-(pyridin-3-yl)-5-(thiazol-2-yl)-4H-1,2,4-triazol-3-yl)cyclobutyl)carbamate N1=CC(=CC=C1)N1C(=NN=C1C=1SC=CN1)C1CC(C1)NC(OC(C)(C)C)=O